3-{2-methyl-5-[(4-methyl-1,3-thiazol-5-yl)methoxy]-1-benzothiophene-3-amido}oxetane-3-carboxamide CC=1SC2=C(C1C(=O)NC1(COC1)C(=O)N)C=C(C=C2)OCC2=C(N=CS2)C